3-(5-chlorothiazol-2-yl)propan-1-one ClC1=CN=C(S1)CCC=O